6-(1,3-Dihydroxypropan-2-yl)-1,3,5,7-tetraoxo-3,5,6,7-tetrahydropyrrolo[3,4-f]isoindol OCC(CO)N1C(C=2C=C3C(=CC2C1=O)C(NC3=O)=O)=O